(S)-1-(2-(1H-indol-3-yl)ethyl)-7-ethoxy-6-methoxy-3,4-dihydroisoquinoline-2(1H)-formaldehyde N1C=C(C2=CC=CC=C12)CC[C@@H]1N(CCC2=CC(=C(C=C12)OCC)OC)C=O